4,5-diphenyl-2-(4-fluorophenyl)-4,5-dihydrooxazole C1(=CC=CC=C1)C1N=C(OC1C1=CC=CC=C1)C1=CC=C(C=C1)F